FC(C12CC(C1)(C2)NC(=O)NCC2=CC(=CC=C2)C(F)(F)F)F 1-[3-(difluoromethyl)-1-bicyclo[1.1.1]pentanyl]-3-[[3-(trifluoromethyl)phenyl]methyl]urea